NCCC1=CC(=CC=2C3=CC(=CC=C3NC12)Cl)NC(C1=CC=C(C=C1)Cl)=N N-(1-(2-Aminoethyl)-6-chloro-9H-carbazol-3-yl)-4-chlorobenzimidamide